C(C)(C)(C)S(=O)(=O)N1CCC2=NC=C(C=C21)N 1-(tert-butylsulfonyl)-2,3-dihydro-1H-pyrrolo[3,2-b]pyridin-6-amine